4-(bromomethyl)-8-(2-((tert-butyldimethylsilyl)oxy)ethoxy)-2-chloro-1,5-naphthyridine BrCC1=CC(=NC2=C(C=CN=C12)OCCO[Si](C)(C)C(C)(C)C)Cl